5-bromo-2,11-diphenylindolo[3,2,1-jk]carbazole BrC=1C=C2C(=CC1)N1C3=C2C=C(C=C3C=3C=C(C=CC13)C1=CC=CC=C1)C1=CC=CC=C1